C(C)N(C=1C=CC=2C3(C4=C(OC2C1)C=C(S4)C=4SC=CC4OC)OC(C4=C3C=CC=C4)=O)CC 6'-(diethylamino)-2'-(3-methoxythiophen-2-yl)-3H-spiro[2-benzofuran-1,9'-thieno[3,2-b]chromen]-3-one